1-[2-(4-butylsulfonyl-1,4-diazepan-1-yl)propyl]-4-methyl-5-[[2-[6-(2,2,2-trifluoroethyl)quinazolin-4-yl]-2,7-diazaspiro[3.5]nonan-7-yl]methyl]indole-2-carbonitrile C(CCC)S(=O)(=O)N1CCN(CCC1)C(CN1C(=CC2=C(C(=CC=C12)CN1CCC2(CN(C2)C2=NC=NC3=CC=C(C=C23)CC(F)(F)F)CC1)C)C#N)C